N1=C(C=NC=C1)C=1C=CC(NN1)=O 6-(pyrazin-2-yl)-2,3-dihydropyridazin-3-one